C(CCCCCCCCCC=CCC)CC(=O)O.C(CCCCCCCCCC=CCC)CC(=O)O Tetradec-11-en-1-ylacetate (tetradec-11-en-1-yl acetate)